tert-butyl (6S,7S)-6-((2,3'-difluoro-[1,1'-biphenyl]-3-yl)methyl)-7-((fluoromethyl)sulfonamido)-5-azaspiro[2.4]heptane-5-carboxylate FC1=C(C=CC=C1C[C@@H]1N(CC2(CC2)[C@@H]1NS(=O)(=O)CF)C(=O)OC(C)(C)C)C1=CC(=CC=C1)F